acetate ((1s,6r,8ar)-1,4,4,6-tetramethyl octahydro-1H-5,8a-methanoazulen-6-ylacetate) C[C@H]1CCC2C(C3[C@@](CC[C@@]12C3)(C)CC(=O)O)(C)C.C(C)(=O)O